[N+](=O)([O-])C1=CC=C(C=C1)C(C(NCCC1=CC=CC=C1)=O)N(C(CCl)=O)C1=CC(=CC=C1)Cl N-[1-(4-nitrophenyl)-2-oxo-2-[(2-phenylethyl)amino]ethyl]-2-chloro-N-(3-chlorophenyl)acetamide